2-((2-Ethyl-6-fluoro-5-(4-(2-(3-hydroxyazetidine-1-yl-3-d)-2-oxoethyl)piperazine-1-yl)pyrazolo[1,5-a]pyridin-3-yl)(methyl)amino)-4-(4-fluorophenyl)thiazole-5-carbonitrile C(C)C1=NN2C(C=C(C(=C2)F)N2CCN(CC2)CC(=O)N2CC(C2)([2H])O)=C1N(C=1SC(=C(N1)C1=CC=C(C=C1)F)C#N)C